3-(((7-(2-Aminopyrimidin-4-yl)-2,3-dihydrofuro[3,2-c]pyridin-4-yl)amino)methyl)-N-(2-fluoro-2-methylpropyl)benzamid NC1=NC=CC(=N1)C=1C2=C(C(=NC1)NCC=1C=C(C(=O)NCC(C)(C)F)C=CC1)CCO2